N[C@H](C(=O)N[C@H](C(=O)OCC)CC(C)C)CCC1=NC2=C(N1C)C=CC(=C2)N(C(C(Cl)([2H])[2H])([2H])[2H])C(C([2H])([2H])Cl)([2H])[2H] Ethyl (2S)-2-[[(2S)-2-amino-4-[5-[bis(2-chloro-1,1,2,2-tetradeuterio-ethyl)amino]-1-methyl-benzimidazol-2-yl]butanoyl]amino]-4-methyl-pentanoate